C(C)(=O)N1CC=CC1 1-acetyl-2,5-dihydro-1H-pyrrol